[Cl-].[Cl-].C1(C=CC=C1)[Zr+2]C1(C=CC=C1)CCCC (cyclopentadienyl)(n-butylcyclopentadienyl)zirconium dichloride